FC=1C(=NC(=CC1)C)CNC 1-(3-fluoro-6-methylpyridin-2-yl)-N-methylmethanamine